tert-butyl (1R,5S)-3-(6-chloro-2-(((2R,7aS)-2-fluorotetrahydro-1H-pyrrolizin-7a(5H)-yl)methoxy)pyrimidin-4-yl)-3,8-diazabicyclo[3.2.1]octane-8-carboxylate ClC1=CC(=NC(=N1)OC[C@]12CCCN2C[C@@H](C1)F)N1C[C@H]2CC[C@@H](C1)N2C(=O)OC(C)(C)C